(4-bromophenyl)-2,5-dihydrophosphole 1-oxide BrC1=CC=C(C=C1)C1P(CC=C1)=O